NC1CN(CC1)C1=NC(=CC(=N1)N1CC=2C(=NC=CC2C1=O)C1=CN=C2N1C=CC(=C2)F)C 2-(2-(3-aminopyrrolidin-1-yl)-6-methylpyrimidin-4-yl)-4-(7-fluoroimidazo[1,2-a]pyridin-3-yl)-2,3-dihydro-1H-pyrrolo[3,4-c]pyridin-1-one